tert-Butyl (3S,5S)-3-[[6-[6-(benzylsulfonylamino)-3-pyridyl]-8-isopropyl-7-oxo-pteridin-2-yl]amino]-5-fluoro-piperidine-1-carboxylate C(C1=CC=CC=C1)S(=O)(=O)NC1=CC=C(C=N1)C1=NC=2C=NC(=NC2N(C1=O)C(C)C)N[C@@H]1CN(C[C@H](C1)F)C(=O)OC(C)(C)C